C1(=CC=CC=C1)COC(=O)N1CCC=CC1 3,6-dihydropyridine-1(2H)-carboxylic acid phenylmethyl ester